sulfolanyl sulfone S1(=O)(=O)C(CCC1)S(=O)(=O)C1S(=O)(=O)CCC1